COC=1C=C(C=CC1)C1=CC=C(C=C1)NC=1C=C(C(=O)NCC2CCNCC2)C=CC1 3-((3'-Methoxy-[1,1'-biphenyl]-4-yl)amino)-N-(piperidin-4-ylmethyl)benzamid